ClC1=C(C=CC(=C1)CN(C(OC(C)(C)C)=O)CCO)C1=CC=CC=C1 tert-butyl ((2-chloro-[1,1'-biphenyl]-4-yl)methyl)(2-hydroxyethyl)carbamate